Cl.C(C1=CC=CC=C1)OC(=O)N1C[C@H](NCC1)CO (S)-3-(hydroxymethyl)piperazine-1-carboxylic acid benzyl ester hydrochloride